C(C)(=O)C1=C(C=C(C=C1)Cl)C1=CC(N(C=C1OC)C(C(=O)O)CC1=CC=C(C=C1)Br)=O 2-(4-(2-acetyl-5-chlorophenyl)-5-methoxy-2-oxopyridin-1(2H)-yl)-3-(4-bromophenyl)propionic acid